COC(C1=C(C=CC=C1)NC1=NC(=NC=C1Cl)NC1=C(C=C(C=C1)N1CCN(CC1)C(C)=O)OC)=O 2-((2-((4-(4-acetylpiperazin-1-yl)-2-methoxyphenyl)amino)-5-chloropyrimidin-4-yl)amino)benzoic acid methyl ester